[(3S,6R)-6-(7-chloro-1,3-benzoxazol-2-yl)piperidin-3-yl]-2-(4-chloro-3-fluorophenoxy)acetamide ClC1=CC=CC=2N=C(OC21)[C@H]2CC[C@@H](CN2)C(C(=O)N)OC2=CC(=C(C=C2)Cl)F